tert-Butyl [4-[(1-amino-5,6,7,8-tetrahydro-2-naphthyl)amino]phenyl]carbamate NC1=C(C=CC=2CCCCC12)NC1=CC=C(C=C1)NC(OC(C)(C)C)=O